6-hydroxy-5-oxo-4-[(5-phenyl-1,3,4-oxadiazol-2-yl)methyl]-4,5-dihydrothieno[3,2-b]pyridine-7-carboxylic acid OC1=C(C2=C(N(C1=O)CC=1OC(=NN1)C1=CC=CC=C1)C=CS2)C(=O)O